C(C=1C(C(=O)O)=CC=CC1)(=O)O.N1=CC=CC(=C1)[C@H]1N(C)CCC1 (S)-nicotine phthalate